(S)-2-((3-(methoxycarbonyl)phenoxy)methyl)pyrrolidine-1-carboxylic acid tert-butyl ester C(C)(C)(C)OC(=O)N1[C@@H](CCC1)COC1=CC(=CC=C1)C(=O)OC